diphenylmethylzirconium C1(=CC=CC=C1)C(C1=CC=CC=C1)[Zr]